Natrium 1,2-Benzisothiazolin-3-on S1NC(C2=C1C=CC=C2)=O.[Na]